Ethyltrityl-phosphonium iodide [I-].C(C)[PH2+]C(C1=CC=CC=C1)(C1=CC=CC=C1)C1=CC=CC=C1